N-(2-amino-1-(3-chloro-5-fluorophenyl)ethyl)-1-(2-((3,3-difluorocyclobutyl)amino)-5-methylpyrimidin-4-yl)-1H-imidazole-4-carboxamide NCC(C1=CC(=CC(=C1)F)Cl)NC(=O)C=1N=CN(C1)C1=NC(=NC=C1C)NC1CC(C1)(F)F